FC(OC1=CC=C(C=C1)C1=CN=C2N1C=CN=C2NC2=CC(=C(C(=O)N1CCN(CC1)C(N)=N)C=C2)C)F 4-(4-((3-(4-(di-fluoromethoxy)phenyl)imidazo[1,2-a]pyrazin-8-yl)amino)-2-methylbenzoyl)piperazine-1-carboximidamide